ClC1=C(C=CC=C1)C1=C(C=CC(=C1)OCC)S(=O)(=O)N1[C@@H](C[C@@](CC1)(C(=O)N[C@H](C)\C=C\C(=O)N1CC(C1)(F)F)F)C (2R,4S)-1-((2'-chloro-5-ethoxy-[1,1'-biphenyl]-2-yl)sulfonyl)-N-((R,E)-5-(3,3-difluoroazetidin-1-yl)-5-oxopent-3-en-2-yl)-4-fluoro-2-methylpiperidine-4-carboxamide